6-methoxy-3,4-dihydroquinolin-2(1H)-one COC=1C=C2CCC(NC2=CC1)=O